magnesium silicate-hydrate O.[Si]([O-])([O-])([O-])[O-].[Mg+2].[Mg+2]